4-(methylamino)-2-oxo-1-phenyl-7-(trifluoromethyl)-1,2-dihydro-1,8-naphthyridine-3-carboxylic acid ethyl ester C(C)OC(=O)C=1C(N(C2=NC(=CC=C2C1NC)C(F)(F)F)C1=CC=CC=C1)=O